3-(tert-butyl)-2-(2,6-dimethylpyridin-4-yl)-5-(piperidin-4-yl)-1H-indole C(C)(C)(C)C1=C(NC2=CC=C(C=C12)C1CCNCC1)C1=CC(=NC(=C1)C)C